2-(Tert-butyl)-6-methyl-5-oxopyrazolo[1,5-a]pyridin C(C)(C)(C)C=1NN2C(=CC(C(=C2)C)=O)C1